1-chloro-5-isopropoxy-2-methyl-4-nitrobenzene ClC1=C(C=C(C(=C1)OC(C)C)[N+](=O)[O-])C